3,4-dihydroxy-5-(1,4-dioxaspiro[4.14]nonadecan-2-yl)furan-2(5H)-one OC=1C(OC(C1O)C1OC2(OC1)CCCCCCCCCCCCCC2)=O